N[C@@H]1C2=CC=CC=C2CC12CCN(CC2)C=2NC(C1=C(N2)NN=C1C1(CC1)C1=C(C(N(C=C1)C)=O)Cl)=O (S)-6-(1-amino-1,3-dihydrospiro[indene-2,4'-piperidine]-1'-yl)-3-(1-(3-chloro-1-methyl-2-oxo-1,2-dihydropyridin-4-yl)cyclopropyl)-1,5-dihydro-4H-pyrazolo[3,4-d]pyrimidin-4-one